4-([1,1'-biphenyl]-3-yl)-6-(morpholine-4-carbonyl)quinoline-2-carbaldehyde C1(=CC(=CC=C1)C1=CC(=NC2=CC=C(C=C12)C(=O)N1CCOCC1)C=O)C1=CC=CC=C1